C(CC(=O)C)(=O)OCCCCCCCC.[Al] aluminum octyl acetoacetate